COC=1C=C(C=CC1C(=O)O)C1=CC=CC=C1 3-methoxy-[1,1'-biphenyl]-4-carboxylic acid